C1(=CC=CC=C1)C(=O)C1OC1C1=CC=C(C=C1)C(F)(F)F phenyl-(3-(4-(trifluoromethyl)phenyl)oxiran-2-yl)methanone